phenyl-acrylketone (S)-10-(tert-Butoxymethyl)-4-ethyl-4-hydroxy-3,14-dioxo-3,4,12,14-tetrahydro-1H-pyrano[3',4':6,7]indolizino[1,2-b]quinolin-9-yl-piperazine-1-carboxylate C(C)(C)(C)OCC=1C=2C=C3C(=NC2C=CC1OC(=O)N1CCNCC1)C1=CC2=C(C(N1C3)=O)COC([C@]2(O)CC)=O.C2(=CC=CC=C2)C(=O)C(=O)C=C